4-(4-((1R,5S)-3,8-diazabicyclo[3.2.1]octan-3-yl)-2-((((S)-tetrahydrofuran-3-yl)amino)methyl)quinazolin-7-yl)naphthalen-2-ol [C@H]12CN(C[C@H](CC1)N2)C2=NC(=NC1=CC(=CC=C21)C2=CC(=CC1=CC=CC=C21)O)CN[C@@H]2COCC2